5-bromo-3-fluoro-N-methyl-1H-indazole BrC=1C=C2C(=NN(C2=CC1)C)F